(2-Amino-1-(3-hydroxy-2,6-dimethylphenyl)-5,6-dimethyl-1H-pyrrolo[2,3-b]pyridin-3-yl)(3-amino-1H-pyrazol-1-yl)methanone NC1=C(C=2C(=NC(=C(C2)C)C)N1C1=C(C(=CC=C1C)O)C)C(=O)N1N=C(C=C1)N